NC=1C=2N(C3=C(N1)C=NC(=C3)C(=O)N3[C@@H]1[C@H](CCC3)OC3=C1C=CC(=C3F)C(F)(F)F)C(=NC2)C (4-amino-1-methylimidazo[1,5-a]pyrido[3,4-e]pyrazin-8-yl)((4aS,9bS)-6-fluoro-7-(trifluoromethyl)-3,4,4a,9b-tetrahydrobenzofuro[3,2-b]pyridin-1(2H)-yl)methanone